N[C@]1(CN(CC1)C=1C(=C(CNC(OC)=O)C(=CC1)F)CN1C2=NC=NC(=C2N=C1)N)C(NC1CC1)=O methyl (R)-(3-(3-amino-3-(cyclopropylcarbamoyl)pyrrolidin-1-yl)-2-((6-amino-9H-purin-9-yl)methyl)-6-fluorobenzyl)carbamate